COC1=C(OCC2=C(C(=O)OCC)C=CC=C2)C=CC(=C1)C1C=2C(NC(C1)=O)=NNC2 ethyl 2-[(2-methoxy-4-{6-oxo-2H,4H,5H,6H,7H-pyrazolo[3,4-b]pyridin-4-yl}phenoxy)methyl]benzoate